di-tert-butyl 3-benzyloxypropyl-cyclobutane-1,1-dicarboxylate C(C1=CC=CC=C1)OCCCC1C(CC1)(C(=O)OC(C)(C)C)C(=O)OC(C)(C)C